S(SSI)I trithioiodide